S1C(=NC2=C1C=CC=C2)OCC(=O)N(C2=CC=CC=C2)C 2-(2-benzothiazolyloxy)-N-methyl-N-phenylacetamide